1-(azetidin-3-ylmethyl)-3-(2-methoxyethoxy)azetidine dihydrochloride Cl.Cl.N1CC(C1)CN1CC(C1)OCCOC